C(#N)C=1C=C(CN2CC=3C(N(C=4N(C3CC2)C=NC4)CC4=CC=C(C=C4)Cl)=O)C=CC1 7-(3-cyanobenzyl)-4-(4-chlorobenzyl)-6,7,8,9-tetrahydroimidazo[1,5-a]pyrido[3,4-e]pyrimidin-5(4H)-one